(S)-α-Methyl-phenylalanine C[C@](N)(CC1=CC=CC=C1)C(=O)O